Diphenyl-methyl isocyanate C1(=CC=CC=C1)C(C1=CC=CC=C1)N=C=O